ClC1=C(C=2N=C(N=C(C2C=N1)N1C2CN(C(C1)CC2)C(=O)OC(C)(C)C)OC[C@]21CCCN1C[C@@H](C2)F)F tert-Butyl 5-(7-chloro-8-fluoro-2-(((2R,7aS)-2-fluorotetrahydro-1H-pyrrolizin-7a(5H)-yl) methoxy) pyrido[4,3-d]pyrimidin-4-yl)-2,5-diazabicyclo[2.2.2]octane-2-carboxylate